4-bromo-2-(4-methoxybenzyl)phthalazin BrC1=NN(CC2=CC=CC=C12)CC1=CC=C(C=C1)OC